3-(1-(3,4-difluorophenyl)-5-hydroxy-2-isopropyl-1H-indol-3-yl)cyclobutane-1-carboxylic acid FC=1C=C(C=CC1F)N1C(=C(C2=CC(=CC=C12)O)C1CC(C1)C(=O)O)C(C)C